FC(S(=O)(=O)C=1C=NC=C(C(=O)NCC2=NC=C3C=CC(=NC3=C2)C2=NC(=CC=C2)N2C[C@@H](O[C@@H](C2)C)C)C1)F 5-((difluoromethyl)sulfonyl)-N-((2-(6-((cis)-2,6-dimethylmorpholino)pyridin-2-yl)-1,6-naphthyridin-7-yl)methyl)nicotinamide